COC1=NC=C(C2=CC=CC=C12)CNCC N-((1-methoxyisoquinolin-4-yl)methyl)ethylamine